ClC=1C=C(CCN2CC(CCC2)COC2=CC=C(C=C2)N(S(=O)(=O)C)C)C=CC1 N-(4-((1-(3-chlorophenethyl)piperidin-3-yl)methoxy)phenyl)-N-methylmethanesulfonamide